C(C=CC=C\C=C/C=C\CCCCCCCCC)(=O)OC[C@@H](OC(CCCCCCCCCCCCCCCCCCCCCCC)=O)COP(=O)([O-])OCC[N+](C)(C)C 1-(6Z,9Z,12Z,15Z-octadecatetraenoyl)-2-tetracosanoyl-sn-glycero-3-phosphocholine